tert-butyl 2-(7-hydroxy-2-oxo-2H-chromen-3-yl)-4-methyl-thiazole-5-carboxylate OC1=CC=C2C=C(C(OC2=C1)=O)C=1SC(=C(N1)C)C(=O)OC(C)(C)C